Methyl (2-((S)-1-(2,3-difluorobenzyl)-5-oxopyrrolidin-2-yl)acetyl)-L-valylglycinate FC1=C(CN2[C@@H](CCC2=O)CC(=O)N[C@@H](C(C)C)C(=O)NCC(=O)OC)C=CC=C1F